NC=1C=2N(C=CN1)C(=NC2C2=C(C=C(C=C2)C(NC2=NC=CC(=C2)C(F)(F)F)=O)OCC)C21C3C4C5C(C24)C1C53 4-(8-Amino-1-(2-ethoxy-4-((4-(trifluoromethyl)pyridin-2-yl)carbamoyl)phenyl)imidazo[1,5-a]pyrazin-3-yl)cuban